(1,1'-biphenyl)-4,4'-diamine C1(=CC=C(C=C1)N)C1=CC=C(C=C1)N